CN1C=CC=C1 methyl-1H-pyrrole